2-{7-fluoronaphthalen-1-yl}-4,4,5,5-tetramethyl-1,3,2-dioxaborolane FC1=CC=C2C=CC=C(C2=C1)B1OC(C(O1)(C)C)(C)C